4-[4-(1,3-benzothiazol-2-yl)piperidin-1-yl]-N,1-dimethyl-2-oxo-1,2-dihydroquinoline-3-carboxamide S1C(=NC2=C1C=CC=C2)C2CCN(CC2)C2=C(C(N(C1=CC=CC=C21)C)=O)C(=O)NC